((1S,4r)-4-(((S)-1-(((S)-5-carboxy-5-(3-((S)-1,3-dicarboxypropyl)ureido)pentyl)amino)-3-(3-iodophenyl)-1-oxopropan-2-yl)carbamoyl)cyclohexyl)methanaminium trifluoroacetate FC(C(=O)[O-])(F)F.C(=O)(O)[C@H](CCCCNC([C@H](CC1=CC(=CC=C1)I)NC(=O)C1CCC(CC1)C[NH3+])=O)NC(=O)N[C@@H](CCC(=O)O)C(=O)O